C1(=CC(=CC(=C1)OC1=CC=C(C(=O)O)C=C1)OC1=CC=C(C(=O)O)C=C1)OC1=CC=C(C(=O)O)C=C1 4,4',4''-(benzene-1,3,5-trioxy)tribenzoic acid